2-(methylthio)-pyrimidine-5-carboxylate CSC1=NC=C(C=N1)C(=O)[O-]